(R)-1-((6-chloro-2-morpholinylpyrimidin-4-yl)amino)propan-2-ol ClC1=CC(=NC(=N1)N1CCOCC1)NC[C@@H](C)O